dimethyl 8-(((benzyloxy)carbonyl)(2-(1-methylpyrrolidin-2-yl)ethyl)amino)pentadecanedioate C(C1=CC=CC=C1)OC(=O)N(C(CCCCCCC(=O)OC)CCCCCCC(=O)OC)CCC1N(CCC1)C